C1(CC1)CN1CCC2(CC1)NC(CC1=CC(=C(C=C12)OC)OC)=O 1'-(cyclopropylmethyl)-6,7-dimethoxy-2H-spiro[isoquinoline-1,4'-piperidine]-3(4H)-one